COC(C1=CC=C(C(=C1)Cl)OC)=O 5-chloro-4-methoxybenzoic acid methyl ester